4-methoxybutan-1-one COCCCC=O